C(C)C1=CC=C(C(=O)C(=O)OC)C=C1 methyl 4-ethylbenzoylformate